ClC=1C(=CC(=C(CN2C[C@H](CC2)CNC(OC(C)(C)C)=O)C1)OCC)C#N tert-butyl (R)-((1-(5-chloro-4-cyano-2-ethoxybenzyl)pyrrolidin-3-yl) methyl)carbamate